N1(CCCCCC1)C=O azepanyl-methanone